FC(C(=O)O)(F)F.COC1=CC=2N(C=C1C(=O)N)C=CN2 7-methoxyimidazo[1,2-a]Pyridine-6-carboxamide trifluoroacetate